C1(CC2C(CC1)O2)COC(=O)C2CC1C(CC2)O1 3,4-epoxycyclohexylmethyl-3,4-epoxy-cyclohexanecarboxylate